(3R)-3-amino-7-(5-tert-butyl-1,2,4-triazin-3-yl)-8-fluoro-5-[(4-isopropoxyphenyl)methyl]-1,1-dioxo-2,3-dihydro-1λ6,5-benzothiazepin-4-one N[C@H]1CS(C2=C(N(C1=O)CC1=CC=C(C=C1)OC(C)C)C=C(C(=C2)F)C=2N=NC=C(N2)C(C)(C)C)(=O)=O